tert-butyl 8-(2-[2-[2-(2-hydroxyethoxy)ethoxy]ethoxy]pyridin-4-yl)-3,8-diazabicyclo[3.2.1]octane-3-carboxylate OCCOCCOCCOC1=NC=CC(=C1)N1C2CN(CC1CC2)C(=O)OC(C)(C)C